COC(=O)C=1C=C2C(=CC=NC2=CC1OCC1=CC=CC=C1)Cl 7-(benzyloxy)-4-chloroquinoline-6-carboxylic acid methyl ester